benzyl chloroformate (Z-chloroformate) ClC(=O)O.ClC(=O)OCC1=CC=CC=C1